(3-(aminomethyl)phenyl)-N-(5-((3-cyanophenyl)(cyclopropyl-methylamino)methyl)-2-fluorophenyl)-3-(trifluoromethyl)-1H-pyrazole-5-carboxamide NCC=1C=C(C=CC1)N1N=C(C=C1C(=O)NC1=C(C=CC(=C1)C(N(C)C1CC1)C1=CC(=CC=C1)C#N)F)C(F)(F)F